5-(2-chloro-5-fluoropyridin-4-yl)-1-(4-methoxybenzyl)-1,5-dihydro-4H-pyrazolo[4,3-c]pyridin-4-one ClC1=NC=C(C(=C1)N1C(C2=C(C=C1)N(N=C2)CC2=CC=C(C=C2)OC)=O)F